C=1OC=C2N=C3N(C(C21)=O)C=NC=C3 furo[3,4-d]pyrimido[1,6-a]pyrimidin-10-one